CC1=CC=C(C=C1)S(=O)(=O)NC1=C(OC2=C1C=CC=C2)C(N2C(=C(C1=CC(=CC=C21)C)C)C)C2=CC=CC=C2 (+)-4-Methyl-N-(2-(phenyl(2,3,5-trimethyl-1H-indol-1-yl)methyl)benzofuran-3-yl)benzenesulfonamide